N-(2-chloro-4-(trifluoromethyl)phenyl)-1-(4-(3-((2-(2,6-dioxopiperidin-3-yl)-1-oxoisoindoline-5-yl)ethynyl)azetidine-1-carbonyl)-1H-pyrazol-1-yl)cyclobutane-1-carboxamide ClC1=C(C=CC(=C1)C(F)(F)F)NC(=O)C1(CCC1)N1N=CC(=C1)C(=O)N1CC(C1)C#CC=1C=C2CN(C(C2=CC1)=O)C1C(NC(CC1)=O)=O